(((9H-fluorene-9,9-diyl)bis(naphthalene-6,2-diyl))bis(oxy))bis(tert-butyldimethylsilane) C1=CC=CC=2C3=CC=CC=C3C(C12)(C=1C=C2C=CC(=CC2=CC1)O[Si](C)(C)C(C)(C)C)C=1C=C2C=CC(=CC2=CC1)O[Si](C)(C)C(C)(C)C